COC(CC(=O)OC)=O malonic acid-1,3-dimethyl ester